ClC=1C(=C(C=CC1)NC(=O)C1=CC(=CC=2NC(=NC21)CC(=O)N(C)C)NC(=O)C2=C(C=CC=C2)C(F)(F)F)C N-(3-chloro-2-methylphenyl)-2-[2-(dimethylamino)-2-oxoethyl]-6-({[2-(trifluoromethyl)phenyl]carbonyl}amino)-1H-benzimidazole-4-carboxamide